(3S,6S,8R,10aR)-6-((S)-2-(methylamino)propanamido)-5-oxo-8-propoxy-N-((R)-1,2,3,4-tetrahydronaphthalen-1-yl)decahydropyrrolo[1,2-a]azocine-3-carboxamide CN[C@H](C(=O)N[C@H]1C[C@@H](CC[C@@H]2N(C1=O)[C@@H](CC2)C(=O)N[C@@H]2CCCC1=CC=CC=C21)OCCC)C